2-[(7-cyano-2-formyl-4-methyl-2,3-dihydro-1H-inden-5-yl)oxy]-N-methylacetamide C(#N)C=1C=C(C(=C2CC(CC12)C=O)C)OCC(=O)NC